N-(furan-2-ylmethyl)-3-[(2-phenylimidazo[1,2-a]pyrazin-3-yl)amino]benzamide O1C(=CC=C1)CNC(C1=CC(=CC=C1)NC1=C(N=C2N1C=CN=C2)C2=CC=CC=C2)=O